ClC=1C=C(C=CC1F)N(C(=O)[C@H]1N(C[C@@](C1)(F)C#N)C(=O)OC(C)(C)C)C t-butyl (2s,4r)-2-[(3-chloro-4-fluorophenyl) (methyl) carbamoyl]-4-cyano-4-fluoropyrrolidine-1-carboxylate